butyl 4-(bromomethyl)piperidine-1-carboxylate BrCC1CCN(CC1)C(=O)OCCCC